N1C=NC2=C1C=CC(=C2)CN=S(=O)(C)C2=CC=C(C=C2)F [(1H-1,3-benzodiazol-5-yl)methyl][(4-fluorophenyl)(methyl)oxo-λ6-sulfanylidene]amine